decenyl-methyldiethoxysilane C(=CCCCCCCCC)[Si](OCC)(OCC)C